tetratriacontan-1-yl hentriacontanoate C(CCCCCCCCCCCCCCCCCCCCCCCCCCCCCC)(=O)OCCCCCCCCCCCCCCCCCCCCCCCCCCCCCCCCCC